C(#N)C1=C(C=C(C2=C1CCO2)C2=CC=C(C=C2)C(C)C)NC(=O)C(CCC(=O)OC(C)(C)C)=C tert-butyl 4-((4-cyano-7-(4-isopropylphenyl)-2,3-dihydrobenzofuran-5-yl)carbamoyl)pent-4-enoate